BrC=1C=C2C(C(=CN(C2=CC1F)C1(CC1)C)C(=O)OCC)=O ethyl 6-bromo-7-fluoro-1-(1-methylcyclopropyl)-4-oxo-1,4-dihydroquinoline-3-carboxylate